COC1=CC=C(C(=O)NC2=C(C(=O)NCCCN3CCOCC3)C=CC=C2)C=C1 2-(4-methoxybenzamido)-N-(3-morpholinopropyl)benzamide